(R)-2-((tert-butoxycarbonyl) amino)-6-((1R,4R)-4-methoxycyclohexyl)-5-oxohexanoate C(C)(C)(C)OC(=O)N[C@@H](C(=O)[O-])CCC(CC1CCC(CC1)OC)=O